N1(C=NC=C1)C1=CC=C(C(=N1)C)N1CCN(CC1)CC1=CN=C(N1C)NC(=O)NCC 1-(5-((4-(6-(1H-imidazol-1-yl)-2-methylpyridin-3-yl)piperazin-1-yl)methyl)-1-methyl-1H-imidazol-2-yl)-3-ethylurea